FC1=C(C(=CC(=C1)OC1CN(C1)CCCF)F)[C@H]1N([C@@H](CC2=C1NC1=CC=CC=C21)C)CC2(COC2)C (1R,3R)-1-[2,6-difluoro-4-[1-(3-fluoropropyl)azetidin-3-yl]oxy-phenyl]-3-methyl-2-[(3-methyloxetan-3-yl)methyl]-1,3,4,9-tetrahydropyrido[3,4-b]indole